NC=1C(=NC(=C(C1)C(F)(F)F)Br)C#N 3-amino-6-bromo-5-(trifluoromethyl)picolinonitrile